diethylenetriamine formate C(=O)O.NCCNCCN